methyl (S)-2-amino-3-hydroxypropionate hydrochloride Cl.N[C@H](C(=O)OC)CO